N[C@H](C(=O)O)CC=1N=C(NC1)C (S)-2-amino-3-(2-methyl-1H-imidazol-4-yl)propanoic acid